4-(2-amino-5-guanidinopentanamido)-5-oxo-5-(((9Z,30Z)-tetracont-9,30-dien-18-yl)oxy)pentanoic acid NC(C(=O)NC(CCC(=O)O)C(OC(CCCCCCC\C=C/CCCCCCCC)CCCCCCCCCCC\C=C/CCCCCCCCC)=O)CCCNC(=N)N